C(C1=CC=CC=C1)OC1=C(C(=C(C=C1)C=1C(=NN(C1)CCOC)CF)F)F 4-(4-benzyloxy-2,3-difluoro-phenyl)-3-(fluoromethyl)-1-(2-methoxyethyl)pyrazole